((5-(((6-amino-3-fluoropyridin-2-yl)methoxy)methyl)-3-(1-cyclopropyl-1H-1,2,4-triazol-3-yl)-2-methoxyphenyl)amino)-6-chloro-N-(methyl-d3)pyridazine-3-carboxamide formate C(=O)O.NC1=CC=C(C(=N1)COCC=1C=C(C(=C(C1)NC1=C(N=NC(=C1)Cl)C(=O)NC([2H])([2H])[2H])OC)C1=NN(C=N1)C1CC1)F